FC1(CC(C1)N1N=C2N=C(C=CC2=C1C)C1=C(C=C(C=C1C)C(F)(F)F)O)F 2-[2-(3,3-difluorocyclobutyl)-3-methyl-pyrazolo[3,4-b]pyridin-6-yl]-3-methyl-5-(trifluoromethyl)phenol